FC(CN1C(=NC=2C1=NC(=CC2)C2=CNC=1N=C(N=CC12)NC1CCC(CC1)C(=O)N(C)C)C)F 4-((5-(3-(2,2-difluoroethyl)-2-methyl-3H-imidazo[4,5-b]pyridin-5-yl)-7H-pyrrolo[2,3-d]pyrimidin-2-yl)amino)-N,N-dimethylcyclohexane-1-carboxamide